C(C1=CC=CC=C1)N1CC2=C(N=NC(=C2CC1)C1=C(C=C(C=C1)C(F)(F)F)C(F)(F)F)NC[C@@H](C)O (2R)-1-({6-benzyl-1-[2,4-bis(trifluoromethyl)phenyl]-5,6,7,8-tetrahydropyrido[3,4-d]pyridazin-4-yl}amino)propan-2-ol